C[PH+](C)C.[Al+3] aluminum trimethylphosphonium